CC1=CC=C(C=C1)S(=O)(=O)OC1CC(C1)C(F)F 3-(difluoromethyl)cyclobutyl 4-methylbenzenesulfonate